1-(4-Methoxybenzyl)-5-(2-(methylsulfonyl)-6-(trifluoromethyl)pyrimidin-4-yl)pyridin-2(1H)-one COC1=CC=C(CN2C(C=CC(=C2)C2=NC(=NC(=C2)C(F)(F)F)S(=O)(=O)C)=O)C=C1